OC1=C(C2=C(SC(=C2)C(=O)OCC)C=C1OC)[N+](=O)[O-] ethyl 5-hydroxy-6-methoxy-4-nitrobenzo[b]thiophene-2-carboxylate